FC1=C(C=C(C=C1)C(F)(F)F)S(=O)(=O)Cl 2-fluoro-5-(trifluoromethyl)benzene-1-sulfonyl chloride